C(C)(C)(C)OC(=O)NCC(C(=O)O)(C)C (tert-butoxycarbonylamino)-2,2-dimethyl-propanoic acid